3-((2S)-2-hydroxy-3-(8-(4'-((isobutylamino)methyl)biphenyl-3-ylsulfonyl)-1-oxa-8-azaspiro[4.5]decan-3-ylamino)propoxy)-N-methylbenzenesulfonamide O[C@H](COC=1C=C(C=CC1)S(=O)(=O)NC)CNC1COC2(C1)CCN(CC2)S(=O)(=O)C=2C=C(C=CC2)C2=CC=C(C=C2)CNCC(C)C